C(CCCCCCC)OP(O)(O)=O mono-octyl-phosphoric acid